C(C1=CC=CC=C1)SC=1C(=C(C=CC1)N1C[C@H](CCC1)N(C)C)OC(F)F (3S)-1-[3-(benzylsulfanyl)-2-(difluoromethoxy)phenyl]-N,N-dimethylpiperidin-3-amine